5-fluoro-4-(2-isopropylthiazol-5-yl)-N-(1-methylsulfonyl-4-piperidyl)pyrimidin-2-amine FC=1C(=NC(=NC1)NC1CCN(CC1)S(=O)(=O)C)C1=CN=C(S1)C(C)C